2-hydroxy-1-[4-[4-(2-hydroxy-2-methyl-propionyl)-benzyl]phenyl]-2-methyl-Propan-1-one OC(C(=O)C1=CC=C(C=C1)CC1=CC=C(C=C1)C(C(C)(C)O)=O)(C)C